ClCC=1N(C(=CN1)S(=O)(=O)Cl)C 2-(chloromethyl)-1-methyl-1H-imidazole-5-sulfonyl chloride